5-bromo-7-ethyl-3-(4-fluorophenyl)quinoline-2-carbonitrile BrC1=C2C=C(C(=NC2=CC(=C1)CC)C#N)C1=CC=C(C=C1)F